4-fluoro-5-chlorosalicylamide FC=1C=C(C(C(=O)N)=CC1Cl)O